C(C)OC(=O)C1=CN(C=2N=CN=C(C21)Cl)S(=O)(=O)C2=CC=CC=C2 4-chloro-7-(phenylsulfonyl)-7H-pyrrolo[2,3-d]pyrimidine-5-carboxylic acid ethyl ester